BrC=1N=C(C=2N(C1)N=CN2)NC2=CC(=C(C=C2)N2CCOCC2)OC(F)F 6-bromo-N-(3-(difluoromethoxy)-4-morpholinylphenyl)-[1,2,4]triazolo[1,5-a]pyrazin-8-amine